2-(4-chloro-3-fluorophenoxy)-N-[(3r,6s)-6-[5-(4-chlorophenyl)-1,3,4-oxadiazol-2-yl]piperidin-3-yl]acetamide ClC1=C(C=C(OCC(=O)N[C@H]2CN[C@@H](CC2)C=2OC(=NN2)C2=CC=C(C=C2)Cl)C=C1)F